6-chloro-3-iodo-1-tetrahydropyran-2-yl-pyrazolo[4,3-C]pyridine ClC1=CC2=C(C=N1)C(=NN2C2OCCCC2)I